BrC1=CC2=C(C=C1)C1=CC=CC=C1C21C2=CC=C(C=C2OC=2C=C(C=CC12)F)F 2-bromo-3',6'-difluorospiro[fluorene-9,9'-xanthene]